2-Bromo-4-((1,1-difluoro-2-hydroxyethyl)thio)benzonitrile BrC1=C(C#N)C=CC(=C1)SC(CO)(F)F